CC1(CCN(CC1)C=1C=C2C(=CC=NC2=CC1)C(=O)O)C 6-(4,4-Dimethylpiperidin-1-yl)quinoline-4-carboxylic acid